CC(C(=O)OCCCC(=O)O)C 4-(2-methylpropionyloxy)butyric acid